1-benzyl-N-[(6R)-2-(2-ethoxyethyl)-4-methyl-5-oxo-7,8-dihydro-6H-pyrazolo[1,5-a][1,3]diazepin-6-yl]-1,2,4-triazole-3-carboxamide C(C1=CC=CC=C1)N1N=C(N=C1)C(=O)N[C@H]1C(N(C=2N(CC1)N=C(C2)CCOCC)C)=O